C(C)(=O)C1=NN(C2=CC=C(C=C12)C=1C=NC=2N(C1)N=C(C2C#N)C)CC(=O)N2[C@@H](C[C@H](C2)F)C(=O)NC2=NC(=CC=C2)Br (2S,4R)-1-(2-(3-acetyl-5-(3-cyano-2-methylpyrazolo[1,5-a]pyrimidin-6-yl)-1H-indazol-1-yl)acetyl)-N-(6-bromopyridin-2-yl)-4-fluoropyrrolidine-2-carboxamide